(R)-3-Chloro-4-(4-((7-methyl-6-oxo-5,6-dihydro-1,5-naphthyridin-3-yl)methyl)piperazine-1-yl)-N-(tetrahydrofuran-3-yl)benzamide ClC=1C=C(C(=O)N[C@H]2COCC2)C=CC1N1CCN(CC1)CC=1C=NC=2C=C(C(NC2C1)=O)C